FC1=CC(=C(C(=O)NC2=C(C=C(C(=C2)C=2C=NC(=NC2)N2C[C@H](OCC2)C)F)N2C[C@@H](N(CC2)C)C)C=C1)C(F)(F)F |r| 4-fluoro-N-[4-fluoro-2-[rac-(3S)-3,4-dimethylpiperazin-1-yl]-5-[2-[rac-(2R)-2-methylmorpholin-4-yl]pyrimidin-5-yl]phenyl]-2-(trifluoromethyl)benzamide